C(C=C)C1=CC(=C(C=C1)O)C1=NOC(=C1)COCC=C 4-allyl-2-(5-((allyloxy)methyl)isoOxazol-3-yl)phenol